N1(CCNCC1)CCCC(=O)O piperazinebutanoic acid